(1's,3S,13'R,16'R,19's)-13'-methyl-8',18'-dioxa-5',12'-diazaspiro[morpholine-3,15'-tetracyclo[17.2.2.02,7.012,16]tricosane] C[C@H]1N2CCCOC3CNCCC3C3CCC(OC[C@H]2[C@]2(C1)NCCOC2)CC3